C(N)(=O)CN1CCC(CC1)NC1=C2C=C(N(C2=CC=C1)CC(F)(F)F)C#CCNC=1C=CC(=NC1)C(=O)N 5-{[3-(4-{[1-(carbamoylmethyl)piperidin-4-yl]amino}-1-(2,2,2-trifluoroethyl)-1H-indol-2-yl)prop-2-yn-1-yl]amino}pyridine-2-carboxamide